5-((((1-ethylpiperidin-3-yl)methoxy)carbonyl)oxy)nonane-1,9-diyl bis(4,4-bis(((Z)-oct-5-en-1-yl)oxy)butanoate) C(CCC\C=C/CC)OC(CCC(=O)OCCCCC(CCCCOC(CCC(OCCCC\C=C/CC)OCCCC\C=C/CC)=O)OC(=O)OCC1CN(CCC1)CC)OCCCC\C=C/CC